8-isopropyl-5-(4-methylbenzyl)-2-(2-methylpyridin-4-yl)-2,5,8-triazaspiro[3.5]-nonane-6,9-dione C(C)(C)N1CC(N(C2(CN(C2)C2=CC(=NC=C2)C)C1=O)CC1=CC=C(C=C1)C)=O